9,9-di[(2,3-epoxypropoxy)phenyl]fluorene C(C1CO1)OC1=C(C=CC=C1)C1(C2=CC=CC=C2C=2C=CC=CC12)C1=C(C=CC=C1)OCC1CO1